4,4-difluoro-3-(1-isopropyl-6-oxo-1,6-dihydropyridin-3-yl)piperidine-1-carboxylic acid tert-butyl ester C(C)(C)(C)OC(=O)N1CC(C(CC1)(F)F)C1=CN(C(C=C1)=O)C(C)C